8-(1,1-Difluoro-2,3-dihydro-1H-inden-4-yl)-9-(4-((1-(3,3-difluoropropyl)azetidin-3-yliden)methyl)phenyl)-6,7-dihydro-5H-benzo[7]annulen FC1(CCC2=C(C=CC=C12)C=1CCCC2=C(C1C1=CC=C(C=C1)C=C1CN(C1)CCC(F)F)C=CC=C2)F